C1(CC1)N1C[C@@H](CC1)OC1=C(C=C2C(=NC=NC2=C1)NC1=CC(=NC=C1)C1=C(C=CC=C1)F)[N+](=O)[O-] (R)-7-((1-Cyclopropylpyrrolidin-3-yl)oxy)-N-(2-(2-fluorophenyl)pyridin-4-yl)-6-nitroquinazolin-4-amine